potassium sulfur ammonium salt [NH4+].[S+2].[K+]